O1CCCC2=CC=CC=C12 3,4-dihydro-2H-chromen